2-Chloro-5-[4-(3-chloro-phenyl)-2,5-dioxo-2,5-dihydro-1H-pyrrol-3-ylamino]-benzoic acid ClC1=C(C(=O)O)C=C(C=C1)NC=1C(NC(C1C1=CC(=CC=C1)Cl)=O)=O